FC=1C=C(C=C(C1)F)C1CN(CCC1)C1=NC=C(C=C1C(=O)NC1=CC(=NC=C1)S(N)(=O)=O)C(F)(F)F 2-[3-(3,5-difluorophenyl)-1-piperidyl]-N-(2-sulfamoyl-4-pyridyl)-5-(trifluoromethyl)pyridine-3-carboxamide